C(C)OC(=O)OC[C@@H]1[C@H]([C@@H]([C@H]([C@H](OC2=C(C=CC=C2)CC2=CC=C(C=C2)OC)O1)O)O)O 2-(4-Methoxybenzyl)phenyl 6-O-(ethoxycarbonyl)-beta-D-glucopyranoside